ClC=1C(=NC(=NC1)NC1CCOCC1)C1=CC=C2CN(C(C2=C1)=O)C(C(=O)N[C@H](CO)C1=CC(=CC=C1)C)(C)C 2-(6-{5-chloro-2-[(oxacyclohex-4-yl)amino]pyrimidin-4-yl}-1-oxo-2,3-dihydro-1H-isoindol-2-yl)-N-[(1S)-2-hydroxy-1-(3-methylphenyl)ethyl]-2-methylpropanamide